ClC=1N=C(C2=C(N1)SC(=N2)C)NCCCC2=CC=C(C=C2)C2=CC=C(C=C2)OC(F)(F)F 5-chloro-2-methyl-N-(3-(4'-(trifluoromethoxy)-[1,1'-biphenyl]-4-yl)propyl)thiazolo[5,4-d]pyrimidin-7-amine